(2S,3S,4S)-4-fluoro-3-methoxypyrrolidine-1,2-dicarboxylic acid 2-benzyl 1-tert-butyl ester C(C)(C)(C)OC(=O)N1[C@@H]([C@@H]([C@H](C1)F)OC)C(=O)OCC1=CC=CC=C1